(6S)-6-{[2-(1-methyl-1H-pyrazol-4-yl)[1,2,4]triazolo[1,5-c]quinazolin-5-yl]amino}-1,4-diazacycloheptan-5-one CN1N=CC(=C1)C1=NN2C(=NC=3C=CC=CC3C2=N1)N[C@@H]1C(NCCNC1)=O